pyrrolidine-1-sulfonyl fluoride N1(CCCC1)S(=O)(=O)F